FC(N1N=CC(=C1C)N1C=C(C=2C1=NC=C(C2)C=2C(=NOC2C)C)C2=C(C=C(C(=O)O)C=C2)OC(F)(F)F)F 4-(1-(1-(difluoromethyl)-5-methyl-1H-pyrazol-4-yl)-5-(3,5-dimethylisoxazol-4-yl)-1H-pyrrolo[2,3-b]pyridin-3-yl)-3-(trifluoromethoxy)benzoic acid